C(C)(C)(C)OC(=O)N1CCN(CC1)C=1C2=CN(N=C2C(=CC1F)C(=O)O)C 4-[4-(tert-butoxycarbonyl)piperazin-1-yl]-5-fluoro-2-methylindazole-7-carboxylic acid